N1CCC(CC1)N1N=CC(=C1)NC(=O)C=1C=C2C(=NC1)NC=C2C2=CC=1N(C=C2)N=CC1C=1C=NC=CC1 N-(1-(piperidin-4-yl)-1H-pyrazol-4-yl)-3-(3-(pyridin-3-yl)pyrazolo[1,5-a]pyridin-5-yl)-1H-pyrrolo[2,3-b]pyridine-5-carboxamide